ethyl 2-[4-(6-{3-[2-(methoxymethoxy)phenyl]cinnolin-6-yl}-2,6-diazaspiro[3.3]heptan-2-yl)pyrazol-1-yl]-3-methylbutanoate COCOC1=C(C=CC=C1)C=1N=NC2=CC=C(C=C2C1)N1CC2(CN(C2)C=2C=NN(C2)C(C(=O)OCC)C(C)C)C1